CC=1C=C2C=CC=CN2CC1C 2,3-dimethyl-quinolizine